triethoxysilyl-3-(trimethoxypropyl)3-methoxypropyl-ureido-3-methoxypropyltrimethoxysilane C(C)O[Si](OCC)(OCC)C(O[Si](OC)(OC)CCCOC)(NC(=O)N)CCC(OC)CCC(OC)(OC)OC